di-isopropoxy(4-isopropenylphenyl)silane C(C)(C)O[SiH](C1=CC=C(C=C1)C(=C)C)OC(C)C